C(C)(C)(C)C1=CC=C(C=C1)C1=C2C(=NC(=N1)NC(=O)C=1SC(=CC1)[N+](=O)[O-])N(N=C2)C N-(4-(4-(tert-butyl)phenyl)-1-methyl-1H-pyrazolo[3,4-d]pyrimidin-6-yl)-5-nitrothiophene-2-carboxamide